4,6-di-tert-butyl-2,3-dimethylaniline C(C)(C)(C)C1=C(C(=C(N)C(=C1)C(C)(C)C)C)C